2,4-dinitro-N-[3-(triethoxysilyl)propyl]-aniline [N+](=O)([O-])C1=C(NCCC[Si](OCC)(OCC)OCC)C=CC(=C1)[N+](=O)[O-]